FC(C(=O)N1CCC12CN(C2)C(=O)OC(C)(C)C)(F)F tert-butyl 1-(2,2,2-trifluoroacetyl)-1,6-diazaspiro[3.3]heptane-6-carboxylate